CC=1N(C(=CC1)C)NC(C(=O)C1=C(C=CC=C1C)C)=O N-(2,5-dimethylpyrrol-1-yl)-2-(2,6-dimethylphenyl)-2-oxoacetamide